N-((1H-pyrrolo[2,3-c]pyridin-5-yl)methyl)-1-((6-cyclopropylimidazo[1,2-a]pyridin-2-yl)methyl)-1H-1,2,3-triazole-4-carboxamide N1C=CC=2C1=CN=C(C2)CNC(=O)C=2N=NN(C2)CC=2N=C1N(C=C(C=C1)C1CC1)C2